3-(2,4-bis(trifluoromethyl)phenyl)-1-(4-(dimethylamino)but-2-ynyl)-7-fluoro-4,5-dihydro-1H-benzo[b]azepin-2(3H)-one FC(C1=C(C=CC(=C1)C(F)(F)F)C1CCC2=C(N(C1=O)CC#CCN(C)C)C=CC(=C2)F)(F)F